2-[3-(2-chloro-5-fluoro-4-nitrophenoxy)pyrazol-1-yl]-4,6-dimethoxy-1,3,5-triazine ClC1=C(OC2=NN(C=C2)C2=NC(=NC(=N2)OC)OC)C=C(C(=C1)[N+](=O)[O-])F